FC1=CC=C(C=C1)N1N=C2N(C1=O)[C@@H](CC2=O)C2=CC=CC=C2 (S)-2-(4-fluorophenyl)-5-phenyl-5,6-dihydro-3H-pyrrolo[2,1-c][1,2,4]triazole-3,7(2H)-dione